C(C)(C)(C)OC(=O)N1CC2(C1)CCN(CC2)C(NC2=CC=C(C=C2)OC(F)(F)F)=O.C(C)OC(C(=C)C)=O.C2(=CC=CC1=CC3=CC=CC=C3C=C21)[N+](C2=CC=CC1=CC=CC=C21)(C)C anthracenyldimethylnaphthylammonium ethyl-methacrylate tert-Butyl-7-{[4-(trifluoromethoxy)phenyl]carbamoyl}-2,7-diazaspiro[3.5]nonane-2-carboxylate